Tert-butyl (3-(3-(4-aminomethyl-2-(trifluoromethyl)phenyl)isoxazol-5-yl)-5-(4-(isopropylsulfonyl)benzeneyl)pyrazin-2-yl)(tert-butoxycarbonyl)carbamate NCC1=CC(=C(C=C1)C1=NOC(=C1)C=1C(=NC=C(N1)C1=CC=C(C=C1)S(=O)(=O)C(C)C)N(C(OC(C)(C)C)=O)C(=O)OC(C)(C)C)C(F)(F)F